C(C)(C)(C)OC(=O)N1CCC(CC1)C1=C(C=C(C=C1)NC1C(NC(CC1)=O)=O)C(F)F 4-[2-Difluoromethyl-4-(2,6-dioxo-piperidin-3-ylamino)-phenyl]-piperidine-1-carboxylic acid tert-butyl ester